tert-butyl 2-(5-chloro-3-(2-hydroxyethyl)-2-(prop-1-en-2-yl)phenyl)acetate ClC=1C=C(C(=C(C1)CC(=O)OC(C)(C)C)C(=C)C)CCO